NC=1C2=C(N=C(N1)SC)N(C(C(=C2)C2=CC=C(C=C2)OC2=CC=CC=C2)=O)C2CCC(CC2)=O 4-amino-2-(methylthio)-8-(4-oxocyclohexyl)-6-(4-phenoxyphenyl)pyrido[2,3-d]pyrimidin-7(8H)-one